2-(6-{5-chloro-2-[(oxan-4-yl)amino]pyrimidin-4-yl}-1-oxo-2,3-dihydro-1H-isoindol-2-yl)-N-[1-(3,5-difluorophenyl)ethyl]acetamide ClC=1C(=NC(=NC1)NC1CCOCC1)C1=CC=C2CN(C(C2=C1)=O)CC(=O)NC(C)C1=CC(=CC(=C1)F)F